[Cl-].N(N)C(C[N+](C)(C)C)=O 2-hydrazino-N,N,N-trimethyl-2-oxoethylammonium chloride